1-((5-bromothiophen-2-yl)sulfonyl)-1H-pyrrole BrC1=CC=C(S1)S(=O)(=O)N1C=CC=C1